ClC=1NC(C2=C(N1)N(N=C2)C2CCSCC2)=O 6-chloro-1-(tetrahydro-2H-thiopyran-4-yl)-1,5-dihydro-4H-pyrazolo[3,4-d]pyrimidin-4-one